Benzyl 2-(cyanomethyl)-4-(2-(((S)-2-methylpyrrolidin-2-yl)methoxy)-7-(naphthalen-1-yl)-5,6,7,8-tetrahydropyrido[3,4-d]pyrimidin-4-yl)piperazine-1-carboxylate C(#N)CC1N(CCN(C1)C=1C2=C(N=C(N1)OC[C@]1(NCCC1)C)CN(CC2)C2=CC=CC1=CC=CC=C21)C(=O)OCC2=CC=CC=C2